ClC=1C(=CC=C2C=CC=C(C12)C1=CC=C2C(=NC=NC2=C1F)N1C(CNCC1)(CC#N)OC[C@H]1N(C[C@@H](C1)F)C)F 7-(8-chloro-7-fluoronaphthalen-1-yl)-8-fluoro-2-((((2S,4R)-4-fluoro-1-methylpyrrolidin-2-yl)methoxy)quinazolin-4-ylpiperazin-2-yl)acetonitrile